4-[[5-(4,7-diazaspiro[2.5]octan-7-yl)-2-pyridyl]amino]-2-[2-fluoro-5-methoxy-4-(piperidine-1-carbonyl)phenyl]-6H-1,6-naphthyridin-5-one C1CC12NCCN(C2)C=2C=CC(=NC2)NC2=CC(=NC=1C=CNC(C21)=O)C2=C(C=C(C(=C2)OC)C(=O)N2CCCCC2)F